C(=O)(C=C)N1CCN(CC1)C1=CC=C(C=C1)C=1C=2N(C=C(C1)N1C=C(C=CC=C1)N(C)C)N=CC2C#N 4-(4-(4-Acrylpiperazin-1-yl)phenyl)-6-(3-(dimethylamino)azepin-1-yl)pyrazolo[1,5-a]pyridine-3-carbonitrile